O=C1NNC(N1C1=CC=C(C(=O)O)C=C1)=O 4-(3,5-dioxo-1,2,4-triazolidin-4-yl)benzoic acid